8-amino-6-(6-methyl-2-oxoindol-5-yl)-2,7-naphthyridine NC=1N=C(C=C2C=CN=CC12)C1=CC2=CC(N=C2C=C1C)=O